COC(=O)C=1C=2N(C=C(C1)CO)C=CN2 6-(hydroxymethyl)imidazo[1,2-a]pyridine-8-carboxylic acid methyl ester